2,4,6-trimethylbenzoylphenylphosphonate CC1=C(C(=O)C2=C(C=CC=C2)P([O-])([O-])=O)C(=CC(=C1)C)C